BrC=1C=C(C[C@]2(C[C@H](CC2)NS(=O)(=O)C)C=2OC=C(N2)CO)C=CC1 N-((1S,3R)-3-(3-bromobenzyl)-3-(4-(hydroxymethyl)oxazol-2-yl)cyclopentyl)methanesulfonamide